tert-butyl-(E)-3-(2-((3,6-dichloro-5-cyclopropylpyridazin-4-yl)methylene)hydrazinyl)piperidine C(C)(C)(C)N1CC(CCC1)N/N=C/C1=C(N=NC(=C1C1CC1)Cl)Cl